3-(8-(1H-indol-3-yl)-5-oxopyrrolo[2,3,4-de]quinolin-4(5H)-yl)piperidine-2,6-dione N1C=C(C2=CC=CC=C12)C1=CC=C2C=3C(=CC=NC13)N(C2=O)C2C(NC(CC2)=O)=O